tert-butyl (S)-2-[6-chloro-2-(1-(difluoromethyl)-1H-pyrazole-4-carbonyl)-1,2,3,4-tetrahydroisoquinolin-8-yl]pyrrolidine-1-carboxylate ClC=1C=C2CCN(CC2=C(C1)[C@H]1N(CCC1)C(=O)OC(C)(C)C)C(=O)C=1C=NN(C1)C(F)F